2-(Octadecyloxy)-4-pentadecylbenzyl 4-chlorobutanoate ClCCCC(=O)OCC1=C(C=C(C=C1)CCCCCCCCCCCCCCC)OCCCCCCCCCCCCCCCCCC